acryloyloxybiphenyl C(C=C)(=O)OC1=C(C=CC=C1)C1=CC=CC=C1